[Na].NCCNCC 2-(2-aminoethyl)aminoethane sodium